FC=1C=C(C=C(C1)OCC=1SC=CN1)C1N(OCC1)C1=CC(=NC=N1)NC=1C(=CC(=C(C1)NC(C=C)=O)N1CCN(CC1)C)OC N-(5-((6-(3-(3-fluoro-5-(thiazol-2-ylmethoxy)phenyl)isoxazolidin-2-yl)pyrimidin-4-yl)-amino)-4-methoxy-2-(4-methylpiperazin-1-yl)phenyl)-acrylamide